BrC=1C=CC2=C(OC3(CCOCC3)CC(N2[C@@H]2COCC2)=O)C1 (S)-8-bromo-5-(tetrahydrofuran-3-yl)-2',3',5',6'-tetrahydro-3H-spiro[benzo[b][1,4]oxazepine-2,4'-pyran]-4(5H)-one